(4-fluorophenyltetrafluoro-λ6-sulfanyl)sulfonate FC1=CC=C(C=C1)S(F)(F)(F)(F)S(=O)(=O)[O-]